C(C)C1=C(C(=CC=C1)CC)N1C(C2(CC1(C)C)CCCCC2)[Ru](=C2C=C(C1=CC=CC=C21)C2=CC=CC=C2)(C2N(C(CC21CCCCC1)(C)C)C1=C(C=CC=C1CC)CC)(Cl)Cl bis(2-(2,6-diethylphenyl)-3,3-dimethyl-2-azaspiro[4.5]decan-1-yl)(3-phenyl-1H-inden-1-ylidene)ruthenium (VI) chloride